(3Z)-1-[(4,4-difluoro-1-piperidyl)methyl]-3-(3-oxoindolin-2-ylidene)indolin-2-one FC1(CCN(CC1)CN1C(\C(\C2=CC=CC=C12)=C\1/NC2=CC=CC=C2C1=O)=O)F